BrC1=CC=C(C=C1)/C=C/C(=O)N1CCN(CC1)C(=O)C1=CC2=C(C=N1)OC(O2)(F)F (E)-3-(4-bromophenyl)-1-(4-(2,2-difluoro-[1,3]dioxolo[4,5-c]pyridine-6-carbonyl)piperazin-1-yl)prop-2-en-1-one